C(C)OC=1C=C(C=C(C1F)F)N1CCC=2C=C(N=CC2C1)C(=O)O 7-(3-ethoxy-4,5-difluorophenyl)-5,6,7,8-tetrahydro-2,7-naphthyridine-3-carboxylic acid